FC1=C(N(C=2N=C(N=CC21)NC2=CC=C(C=C2)N(C)C)C2=CC=CC(=N2)N=S(=O)(C)C)C2CC2 ((6-(5-fluoro-2-((4-(dimethylamino)phenyl)amino)-6-cyclopropyl-7H-pyrrolo[2,3-d]pyrimidin-7-yl)pyridin-2-yl)imino)dimethyl-λ6-sulfanone